FC1(CN(C[C@@H](C1)N1C(CCC1)=O)C(=O)OC1=C(C=C(C=C1)Cl)F)F 4-chloro-2-fluorophenyl (5R)-3,3-difluoro-5-(2-oxopyrrolidin-1-yl)piperidine-1-carboxylate